2-methacryloyloxyethyl-phosphorylcholine methacrylate C(C(=C)C)(=O)OC(C[N+](C)(C)C)=P(=O)CCOC(C(=C)C)=O